ClC1=CC=CC(=N1)N1N=C(C2=CC=CC=C12)NC1=CC=C(C=C1)C=1C=NN(C1)C1OCCCC1 1-(6-chloro-2-pyridyl)-N-[4-(1-tetrahydropyran-2-ylpyrazol-4-yl)phenyl]indazol-3-amine